2-amino-N8-(6-(4-((2-aminoethyl)carbamoyl)piperidin-1-yl)pyridin-3-yl)-N4,N4-dipropyl-3H-benzo[b]azepine-4,8-dicarboxamide NC=1CC(=CC2=C(N1)C=C(C=C2)C(=O)NC=2C=NC(=CC2)N2CCC(CC2)C(NCCN)=O)C(=O)N(CCC)CCC